2-amino-2-(1,3-benzothiazol-5-yl)acetonitrile NC(C#N)C=1C=CC2=C(N=CS2)C1